C(=O)(OC(C)(C)C)N1C=C(C2=CC(=C(C=C12)OC)OC)C N-Boc-5,6-dimethoxy-3-methylindole